C(C)(C)(C)C1=C(C(=CC=C1O)C(C)(C)C)C 2,6-Di-tert.-butylhydroxytoluol